NC[C@@H]1CN(CCC1)C1=C(C(=C(C(=N1)SC(C(=O)N)C1=CC=C(C=C1)F)C#N)CC)C#N 2-((6-((R)-3-(aminomethyl)piperidin-1-yl)-3,5-dicyano-4-ethylpyridin-2-yl)sulfanyl)-2-(4-fluorophenyl)acetamide